4-{[(1S,2R)-2-methylcyclopentyl]amino}-2-(methylsulfanyl)pyrimidine-5-carbaldehyde C[C@H]1[C@H](CCC1)NC1=NC(=NC=C1C=O)SC